NC1=NC=C(C2=C1C(=C(N2C)C2=CC=C(C=C2)NC(=O)C(=C)F)C2=CC(=C(C(=O)NCC(F)(F)F)C=C2)OC)C#CCOC 4-(4-amino-2-{4-[(2-fluoroacrylamino)]phenyl}-7-(3-methoxyprop-1-ynyl)-1-methylpyrrolo[3,2-c]pyridin-3-yl)-2-methoxy-N-(2,2,2-trifluoroethyl)benzamide